(rac)-N-(bis(4-(trifluoromethyl)phenyl)phosphanyl)-N-butyl-2,5-diphenylphospholan-1-amine FC(C1=CC=C(C=C1)P(N(P1C(CCC1C1=CC=CC=C1)C1=CC=CC=C1)CCCC)C1=CC=C(C=C1)C(F)(F)F)(F)F